FC1=C(C=C(C=C1)F)C1=CC=C(C=C1)N1C(N(CC(C1)OC)C=1SC(=C(N1)C)S(=O)(=O)N)=O 2-(3-(2',5'-difluoro-[1,1'-biphenyl]-4-yl)-5-methoxy-2-oxotetrahydropyrimidin-1(2H)-yl)-4-methylthiazole-5-sulfonamide